1,1-dimethyl-3-p-methoxyphenylurea CN(C(=O)NC1=CC=C(C=C1)OC)C